(3-buten-1-yloxy)-3-(3-butyn-1-yloxy)-2-propanol difluorophosphite P(F)(F)OC(COCCC=C)COCCC#C